PN(C1=CC=CC=C1)P diphosphinophenylamine